O.O.O.CC1([C@@H](N2C([C@H]([C@H]2S1)NC([C@@H](C1=CC=C(C=C1)O)N)=O)=O)C(=O)O)C (2s,5R,6R)-3,3-dimethyl-6-[(R)-(-)-2-amino-2-(4-hydroxyphenyl)acetamido]-7-oxo-4-thia-1-azabicyclo[3.2.0]heptane-2-carboxylic acid trihydrate